cobalt Nickel oxide [Ni]=O.[Co]